3-((5-nitropyridin-2-yl)amino)tetrahydrothiophene 1,1-dioxide [N+](=O)([O-])C=1C=CC(=NC1)NC1CS(CC1)(=O)=O